Cl.Cl.ClC=1C=C(CNS(=O)(=O)N)C=CC1NC1=CC=NC=2NC(C=CC12)=O N-(3-chloro-4-((7-oxo-7,8-dihydro-1,8-naphthyridin-4-yl)amino)benzyl)sulfamide dihydrochloride